4'-fluoro-2'-methoxy-[1,1'-biphenyl]-4-carbaldehyde FC1=CC(=C(C=C1)C1=CC=C(C=C1)C=O)OC